[2,5-difluoro-4-[2-(1-methylpyrazol-4-yl)pyridin-4-yl]oxyphenyl]-1-N'-phenylcyclopropane-1,1-dicarboxamide FC1=C(C=C(C(=C1)OC1=CC(=NC=C1)C=1C=NN(C1)C)F)C1C(C1)(C(=O)N)C(=O)NC1=CC=CC=C1